C(C)(C)(C)C=1C=C(C=C(C1O)C(C)(C)C)OC(CC)=O.[Na].C12CNCC(CC1)N2C2=NC=1CCN(CC1C=C2)C(=O)C2=C(C=CC=C2)C (2-(3,8-diazabicyclo[3.2.1]oct-8-yl)-7,8-dihydro-1,6-naphthyridin-6(5H)-yl)(o-tolyl)methanone sodium 3,5-di-tert-butyl-4-hydroxyphenylpropionate